O1C(=CC=C1)C1=CC=C(C=C1)C=O [4-(2-furyl)phenyl]methanone